FC1(CC(CC1)C(C(=O)NC1=NN(C(=C1)C(F)(F)F)C)C1=CC=C(C=C1)C=1N=NN(N1)C)F rac-2-(3,3-Difluorocyclopentyl)-2-(4-(2-methyl-2H-tetrazol-5-yl)phenyl)-N-(1-methyl-5-(trifluoromethyl)-1H-pyrazol-3-yl)acetamide